4-(chlorosulfonyl)-2-(trifluoromethyl)benzoic acid ClS(=O)(=O)C1=CC(=C(C(=O)O)C=C1)C(F)(F)F